ClC=1C=C(C=CC1OC)C(C(=O)NCC=1C=C2CN(C(C2=CC1)=O)C1C(NC(CC1)=O)=O)(F)F 2-(3-chloro-4-methoxyphenyl)-N-((2-(2,6-dioxopiperidin-3-yl)-1-oxoisoindolin-5-yl)methyl)-2,2-difluoroacetamide